C(CCCCCC)(=O)N[C@@H](CC1=CC=C(C=C1)O)C(=O)O N-heptanoyl-tyrosine